C(C)C=1C(NC=2C=C(C=NC2C1)CN1CCN(CC1)C=1C=C(C(=NC1)C(=O)NC)F)=O 5-(4-((7-Ethyl-6-oxo-5,6-dihydro-1,5-naphthyridin-3-yl)methyl)piperazin-1-yl)-3-fluoro-N-methylpyridinamide